N-[3-(4-Fluorophenyl)-1-methylazetidin-3-yl]-6-(naphthalen-2-yl)-4-oxo-3-(trifluoromethyl)-4,5-dihydropyrazolo[1,5-a]pyrazine-2-carboxamide hydrochloride Cl.FC1=CC=C(C=C1)C1(CN(C1)C)NC(=O)C1=NN2C(C(NC(=C2)C2=CC3=CC=CC=C3C=C2)=O)=C1C(F)(F)F